6-cyclopropylamino-1,3-diphenylpyrimidine-2,4(1H,3H)-dione C1(CC1)NC1=CC(N(C(N1C1=CC=CC=C1)=O)C1=CC=CC=C1)=O